(5-(4,4-difluoropiperidin-1-yl)imidazo[1,2-c]pyrimidin-7-yl)-6-((2-hydroxyethyl)sulfonylamino)-4-(6-azaspiro[2.5]oct-6-yl)nicotinamide FC1(CCN(CC1)C1=NC(=CC=2N1C=CN2)C2=C(C(=O)N)C(=CC(=N2)NS(=O)(=O)CCO)N2CCC1(CC1)CC2)F